mono-sodium-barium salt [Ba].[Na]